C1(=CC=CC=C1)C=[N+]([O-])C(C)(C)C α-phenyl-N-t-butylnitrone